C1(=CC=CC=C1)C(C1CN(C1)C(=O)C=1C=CC2=C(NC(CO2)=O)C1)C1=CC=C(C=C1)C(F)(F)F 6-[3-[Phenyl-[4-(trifluoromethyl)phenyl]methyl]azetidin-1-carbonyl]-4H-1,4-benzoxazin-3-on